C(C1=CC=CC=C1)(=O)OC(CC)C(C(CCC)OC(C1=CC=CC=C1)=O)CCC 4-propyl-3,5-octanediol dibenzoate